triphenyln-butyl-lithium borate B(O)(O)O.C1(=CC=CC=C1)C(CCC[Li])(C1=CC=CC=C1)C1=CC=CC=C1